ClC1=C(C=CC=C1\C=C(\C1=NC=C(C(=C1)OC)C=O)/F)OS(=O)(=O)C(F)(F)F (Z)-2-chloro-3-(2-fluoro-2-(5-formyl-4-methoxypyridin-2-yl)vinyl)phenyl-trifluoromethanesulfonic acid